4-((4-((2-(dimethylphosphoryl)-4-(pyridin-2-yl)phenyl)amino)-5-(trifluoromethyl)pyrimidin-2-yl)amino)benzoic acid CP(=O)(C)C1=C(C=CC(=C1)C1=NC=CC=C1)NC1=NC(=NC=C1C(F)(F)F)NC1=CC=C(C(=O)O)C=C1